FC1=C(C#N)C=CC(=C1)O[C@H]1CN(C[C@]1(CO)O)S(=O)(=O)C1=C(C=C(C=C1)C(F)(F)F)C 2-fluoro-4-(((3S,4R)-4-hydroxy-4-(hydroxymethyl)-1-((2-methyl-4-(trifluoromethyl)phenyl)sulfonyl)pyrrolidin-3-yl)oxy)benzonitrile